1-(4-(2-(2,6-dimethylpyridin-4-yl)-3-isopropyl-1H-indol-5-yl)piperidin-1-yl)propan-2-ol Dodecyldimethyl-aminoxide C(CCCCCCCCCCC)CN([O-])C.CC1=NC(=CC(=C1)C=1NC2=CC=C(C=C2C1C(C)C)C1CCN(CC1)CC(C)O)C